C(C1=CC=CC=C1)(=O)N1C=2C3=C(N(C=C3CCC1)[C@H]1[C@H](O[Si](C)(C)C(C)(C)C)[C@H](OC3OCCCC3)[C@H](O1)COC1OCCCC1)N=CN2 6-benzoyl-2-{2-O-[tert-butyl(dimethyl)silyl]-3,5-bis-O-(oxan-2-yl)-β-D-ribofuranosyl}-6,7,8,9-tetrahydro-2H-2,3,5,6-tetraazabenzo[cd]azulene